lead-tin-cobalt-silver [Ag].[Co].[Sn].[Pb]